C(C)OP(=O)(OCC)C(P(=O)(OCC)OCC)NC(C(=O)O)CC=O ((bis(diethoxyphosphoryl)methyl)amino)-4-oxobutanoic acid